C(C)N1N=NC=C1C1=C2C(=NC(=C1)N1[C@@H](COCC1)C)C(=NS2)C2=CC(=NN2C2OCC2)C (3R)-4-[7-(1-ethyl-1H-1,2,3-triazol-5-yl)-3-[3-methyl-1-(oxetan-2-yl)-1H-pyrazol-5-yl]-[1,2]thiazolo[4,5-b]pyridin-5-yl]-3-methylmorpholine